OC(COC(CCCCCCCCCCC(CCCCCC)O)=O)CO 2,3-dihydroxypropyl-12-hydroxystearate